COC(=O)C1=CC=C(O1)B(O)O (5-(methoxycarbonyl)furan-2-yl)boronic acid